FC1=C(COC2=C(C(N(C(=C2)C)CC2=NC=C(N=C2)CO)=O)Cl)C=CC(=C1)F 4-(2,4-difluorobenzyloxy)-3-chloro-1-((5-(hydroxymethyl)pyrazin-2-yl)methyl)-6-methylpyridin-2(1H)-one